NC1CCC(CC1)NC1=NC=2C=C(C=CC2C=2N1C=C(N2)C)C(=O)O 5-(((1R,4R)-4-aminocyclohexyl)amino)-2-methylimidazo[1,2-c]quinazoline-8-carboxylic acid